3-(N-(4-chloro-5-cyano-2-(spiro[3.3]heptan-1-yloxy)phenyl)sulfamoyl)-4-cyclopropylbenzoic acid ClC1=CC(=C(C=C1C#N)NS(=O)(=O)C=1C=C(C(=O)O)C=CC1C1CC1)OC1CCC12CCC2